(3S,4S)-1-cyclopentyl-4-{[5-(2,4-difluoro-phenyl)-isoxazole-3-carbonyl]-amino}-piperidine-3-carboxylic acid [(1R)-1-(2H-pyrazol-3-yl)-ethyl]-amide N=1NC(=CC1)[C@@H](C)NC(=O)[C@H]1CN(CC[C@@H]1NC(=O)C1=NOC(=C1)C1=C(C=C(C=C1)F)F)C1CCCC1